ClC1=CC=2N(C(=N1)O)N=CN2 7-Chloro-5-hydroxy-[1,2,4]triazolo[1,5-c]pyrimidine